FC1=C(C=CC(=C1)F)C#CC1=CC=C(C=C1)[C@@H]1[C@@H]2CN(CCCCN2[C@@H]1CO)C(=O)NC1=CC=C(C=C1)OC (8R,9R,10S)-9-{4-[2-(2,4-difluorophenyl)ethynyl]phenyl}-10-(hydroxymethyl)-N-(4-methoxyphenyl)-1,6-diazabicyclo[6.2.0]decane-6-carboxamide